FC1(CC(C1)C1=NNC(=N1)C1CC2(CN(C2)C(=O)N2CC3(C2)CC(C3)CC3=CC=C(C=C3)S(=O)(=N)C(F)(F)F)C1)F [6-[3-(3,3-difluorocyclobutyl)-1H-1,2,4-triazol-5-yl]-2-azaspiro[3.3]heptan-2-yl]-[6-[4-(trifluoromethylsulfonimidoyl)benzyl]-2-azaspiro[3.3]heptan-2-yl]methanone